2-methyl-2-ethylpropanesulfonic acid CC(CS(=O)(=O)O)(C)CC